C(C)(C)(C)C=1C=C2N(C=3C=C(C=CC3B3C2=C(C1)N(C=1C=C(C=CC13)Cl)C1=C(C=CC=C1)C1=CC(=CC=C1)Cl)Cl)C1=C(C=CC=C1)C1=CC(=CC=C1)Cl 7-(tert-butyl)-3,11-dichloro-5,9-bis(3'-chloro-[1,1'-biphenyl]-2-yl)-5,9-dihydro-5,9-diaza-13b-boranaphtho[3,2,1-de]anthracene